Ethyl-10-(((2S,3S,4S)-3-ethyl-4-fluoro-5-oxopyrrolidin-2-yl)methoxy)pyrazolo[5,1-a]Isoquinoline-5-carbonitrile C(C)C=1C=NN2C1C1=C(C=CC=C1C=C2C#N)OC[C@H]2NC([C@H]([C@H]2CC)F)=O